FC1=C(C=CC(=C1O)F)C1=NN=C(S1)CN1C2(CC2)C(N(C1=O)C1(CC1)C(F)(F)F)=O 4-((5-(2,4-difluoro-3-hydroxyphenyl)-1,3,4-thiadiazol-2-yl)methyl)-6-(1-(trifluoromethyl)cyclopropyl)-4,6-diazaspiro[2.4]heptane-5,7-dione